CN1N=CC(=C1)C1=NC(=CC=C1)C=1SC=CC1 2-(1-methyl-1H-pyrazol-4-yl)-6-(thiophen-2-yl)pyridin